ClC1=CC(=CC=2NC(NC21)=O)[N+](=O)[O-] 4-chloro-6-nitro-1,3-dihydro-2H-benzo[d]imidazol-2-one